NC1CN(CC1C(C)OC)C1=NC=2CCC(CC2C=C1)NC(=O)C1=CC2=C(N=N1)N(C=C2Cl)CC N-{2-[3-amino-4-(1-methoxyethyl)pyrrolidin-1-yl]-5,6,7,8-tetrahydroquinolin-6-yl}-5-chloro-7-ethyl-7H-pyrrolo[2,3-c]pyridazine-3-carboxamide